C(=O)(O)COC1=C(C=CC(=C1)OCC=C)C(C=CC1=CC=C(C(=O)O)C=C1)=O 4-[3-[2-(Carboxymethoxy)-4-prop-2-enoxyphenyl]-3-oxoprop-1-enyl]benzoic acid